C[C@H]1[C@H]([C@H]([C@@H]([C@@H](O1)O[C@@H]2[C@H]([C@H]([C@H](O[C@H]2O[C@@H]3[C@H]([C@H](O[C@@H]([C@@H]3O)CO)O[C@@H]4[C@H]([C@H](O[C@@H]([C@@H]4O)CO)OP(=O)(O)OP(=O)(O)OC/C=C(/C)\\CC/C=C(/C)\\CC/C=C(/C)\\CC/C=C(/C)\\CC/C=C(/C)\\CC/C=C(/C)\\CC/C=C(/C)\\CC/C=C(/C)\\CC/C=C(\\C)/CC/C=C(\\C)/CCC=C(C)C)NC(=O)C)NC(=O)C)CO)O)O)O)O)O The molecule is a polyprenyl phospho oligosaccharide that consists of an alpha-L-Fuc-(1->2)-beta-D-Gal-(1->3)-alpha-D-GalNAc-(1->3)-alpha-D-GalNAc moiety linked via a diphospho group to ditrans,octacis-undecaprenol. It is a conjugate acid of an alpha-L-Fuc-(1->2)-beta-D-Gal-(1->3)-alpha-D-GalNAc-(1->3)-alpha-D-GalNAc-diphospho-ditrans,octacis-undecaprenol(2-).